O1COC(C2=C1C=CC=C2)OB(O)O benzo[d][1,3]dioxin-4-yl-boric acid